6-(1H-indol-6-yl)-N-(3-methoxy-4-morpholinylphenyl)-[1,2,4]triazolo[1,5-a]pyrazin-8-amine N1C=CC2=CC=C(C=C12)C=1N=C(C=2N(C1)N=CN2)NC2=CC(=C(C=C2)N2CCOCC2)OC